2-amino-3-(5-methyl-1H-indol-3-yl)propionic acid NC(C(=O)O)CC1=CNC2=CC=C(C=C12)C